C(C)OC([C@@H](N)[C@H](C)CC)=O L-allo-isoleucine ethyl ester